N-((1-(4-fluoro-2-methylbenzyl)cyclobutyl)methyl)-6-oxo-1,6-dihydropyrazine-2-carboxamide FC1=CC(=C(CC2(CCC2)CNC(=O)C=2NC(C=NC2)=O)C=C1)C